triethylammonium bicarbonat C([O-])(O)=O.C(C)[NH+](CC)CC